tert-butyl 2-(4-((6-methyl-4-((1-methylcyclopropyl) amino)-5-oxo-5,6-dihydropyrido[4,3-d]pyrimidin-2-yl) amino)-1H-pyrazol-1-yl)-7-azaspiro[3.5]nonane-7-carboxylate CN1C(C2=C(N=C(N=C2NC2(CC2)C)NC=2C=NN(C2)C2CC3(C2)CCN(CC3)C(=O)OC(C)(C)C)C=C1)=O